2-(1-Benzyl-5-ethyl-1H-pyrazol-4-yl)acetic acid C(C1=CC=CC=C1)N1N=CC(=C1CC)CC(=O)O